N-(3-(diethylamino)propyl)-2-(4-morpholinophenyl)benzo[d]imidazo[2,1-b]thiazole-7-carboxamide C(C)N(CCCNC(=O)C1=CC2=C(N3C(S2)=NC(=C3)C3=CC=C(C=C3)N3CCOCC3)C=C1)CC